3-[3-[4-[5-[tert-butyl(dimethyl)silyl]oxy-1-tetrahydropyran-2-yl-indazol-3-yl]pyrazol-1-yl]-2,2-dimethyl-propoxy]propan-1-ol [Si](C)(C)(C(C)(C)C)OC=1C=C2C(=NN(C2=CC1)C1OCCCC1)C=1C=NN(C1)CC(COCCCO)(C)C